N-(4-(4-(2-oxa-7-azaspiro[4.4]nonan-7-yl)phenoxy)-3-methylphenyl)-3-methoxycyclobutane-1-carboxamide C1OCCC12CN(CC2)C2=CC=C(OC1=C(C=C(C=C1)NC(=O)C1CC(C1)OC)C)C=C2